C(C1=CC=CC=C1)N1CCC(CC1)CCNC(=O)C1CCN(CC1)C=1C=NC(=CC1)C(F)(F)F N-[2-(1-benzylpiperidin-4-yl)ethyl]-1-[6-(trifluoromethyl)pyridin-3-yl]piperidine-4-carboxamide